BrC=1C=C2C(=NN(C(C2=CC1)=O)CC(=O)N[C@H]1CN(CCC1)CC(F)(F)F)C(C)C (R)-2-(6-Bromo-4-isopropyl-1-oxophthalazin-2(1H)-yl)-N-(1-(2,2,2-trifluoroethyl)piperidin-3-yl)acetamide